3-chloro-2-hydroxy-1-propanesulfonic acid, sodium salt [Na+].ClCC(CS(=O)(=O)[O-])O